BrC=1C(=C2C(OC(C2=CC1F)=O)O)F 5-bromo-4,6-difluoro-3-hydroxyisobenzofuran-1(3H)-one